C1(CC1)C1=NN(C=C1C1=NC2=CC=CC=C2N=C1)[C@@H]1C[C@H](C1)CNC=1C=C2CN(C(C2=CC1)=O)C1C(NC(CC1)=O)=O 3-(5-(((trans-3-(3-cyclopropyl-4-(quinoxalin-2-yl)-1H-pyrazol-1-yl)cyclobutyl)methyl)amino)-1-oxoisoindolin-2-yl)piperidine-2,6-dione